3-(N-methyl-2-(2,2,7-trifluoro-3-oxo-6-(2,3,4,6-tetrafluorophenyl)-2,3-dihydro-4H-benzo[b][1,4]oxazin-4-yl)acetamido)propanoic acid CN(C(CN1C2=C(OC(C1=O)(F)F)C=C(C(=C2)C2=C(C(=C(C=C2F)F)F)F)F)=O)CCC(=O)O